rac-(3s,4s,5s)-4-amino-5-(5-chlorothiophene-2-yl)-3-methylpyrrolidin-2-one N[C@H]1[C@@H](C(N[C@@H]1C=1SC(=CC1)Cl)=O)C |r|